hexadecafluoro-copper F[Cu](F)(F)(F)(F)(F)(F)(F)(F)(F)(F)(F)(F)(F)(F)F